COC=1C=C(CCC2=CC(=NN2)NC(=O)C2=CC=C(C=C2)N2C[C@@H](N([C@@H](C2)C)CCCCS(=O)(=O)O)C)C=C(C1)OC.C(C1CO1)OCCC[Si](O[SiH3])(C)C [(3-glycidoxypropyl)dimethylsiloxy]silane 3-((2S,6R)-4-(4-((5-(3,5-dimethoxyphenethyl)-1H-pyrazol-3-yl)carbamoyl)phenyl)-2,6-dimethyl-piperazin-1-yl)propyl-methanesulfonate